1-((1r,3R,5S,7S)-3,5-dimethyladamantan-1-yl)-3-(2-fluoro-4-(((S)-3-(4-(2-hydroxyethyl)piperazine-1-carbonyl)piperidin-1-yl)methyl)phenyl)urea C[C@]12CC3(CC(C[C@@](C1)(C3)C)C2)NC(=O)NC2=C(C=C(C=C2)CN2C[C@H](CCC2)C(=O)N2CCN(CC2)CCO)F